CN1N=C(C=C1S(=O)(=O)Cl)C(F)(F)F 2-methyl-5-(trifluoromethyl)pyrazole-3-sulfonyl chloride